Bis(2-dodecylsulfanyl-ethyl)amine C(CCCCCCCCCCC)SCCNCCSCCCCCCCCCCCC